CC1=C(C=CC=C1C)C=1C=CC(=NC1OC)C(=O)N1[C@@H](C\C(\C1)=N/OC)CO (S,E)-(5-(2,3-dimethylphenyl)-6-methoxypyridin-2-yl)(2-(hydroxymethyl)-4-(methoxyimino)pyrrolidin-1-yl)methanone